C(C=C)N1N(C2=NC(=NC=C2C1=O)NC1=CC=C(C=C1)N1CCN(CC1)C)C1=NC=2[C@](CCCC2C=C1)(C)NC(C)=O |r| racemic-N-(2-(2-allyl-6-((4-(4-methylpiperazin-1-yl)phenyl)amino)-3-oxo-2,3-dihydro-1H-pyrazolo[3,4-d]pyrimidin-1-yl)-8-methyl-5,6,7,8-tetrahydroquinolin-8-yl)acetamide